tert-butyl 4-(4-amino-2-fluoro-phenyl)-3,3-difluoro-piperidine-1-carboxylate NC1=CC(=C(C=C1)C1C(CN(CC1)C(=O)OC(C)(C)C)(F)F)F